n-propyltrichlorosilane C(CC)[Si](Cl)(Cl)Cl